4-(PROP-2-YNYL)BENZALDEHYDE C(C#C)C1=CC=C(C=O)C=C1